((2-(3-((tert-Butoxycarbonyl)amino)propyl)-3,4-difluorophenyl)-amino)-2-fluoro-3-(trifluoromethyl)-benzoic acid methyl ester COC(C1=C(C(=C(C=C1)NC1=C(C(=C(C=C1)F)F)CCCNC(=O)OC(C)(C)C)C(F)(F)F)F)=O